C1(CC1)C1OC2=C(C(=NC(=C2)S(=O)(=O)C)C2=CN(C3=CN=C(C=C32)NC(C)=O)C)OC1 N-(3-(2-cyclopropyl-7-(methylsulfonyl)-2,3-dihydro-[1,4]dioxino[2,3-c]pyridin-5-yl)-1-methyl-1H-pyrrolo[2,3-c]pyridin-5-yl)acetamide